decyl-methoxyethoxyphenoxysilane tert-Butyl-2-(3-carbamoyl-1'-(5-fluoropyrimidin-2-yl)-1H,1'H-[4,4'-bipyrazol]-1-yl)acetate C(C)(C)(C)OC(CN1N=C(C(=C1)C=1C=NN(C1)C1=NC=C(C=N1)F)C(N)=O)=O.C(CCCCCCCCC)[SiH](OC1=CC=CC=C1)OCCOC